N1=CC=C(C=C1)NC(=O)C=1C=CC(=C2C=CC=NC12)N[C@@H]1CN(CC1)CC(N1[C@@H](CCC1)C#N)=O N-(4-Pyridyl)-5-[[(3S)-1-[2-oxo-2-[(2S)-2-cyanopyrrolidin-1-yl]ethyl]pyrrolidin-3-yl]amino]chinolin-8-carboxamid